1-(cyclobutylamino)-4-(2-fluoropyridin-3-yl)-6-(trisFluoromethyl)-3H-pyrido[1,2-c]pyrimidin-3-one C1(CCC1)NC1=NC(C(=C2N1C=CC(=C2)C(F)(F)F)C=2C(=NC=CC2)F)=O